N-iso-propylbis(diethoxysilyl)amine C(C)(C)N([SiH](OCC)OCC)[SiH](OCC)OCC